1-(thien-2-yl)ethane S1C(=CC=C1)CC